C(=C)CO[Si](OCC)(OC)OC vinyltrimethoxy(ethoxy)silane